C(C)OC(=O)C=1C=C(C=C2C1N=C(S2)C[C@@H]([C@@H](C2=CC(=C(C(=C2)OC)C)OC)O[Si](C)(C)C(C)(C)C)OC2CCCC2)CO 2-((2S,3R)-3-((tert-Butyldimethylsilyl)oxy)-2-(cyclopentyloxy)-3-(3,5-dimethoxy-4-methylphenyl)propyl)-6-(hydroxymethyl)benzo[d]thiazole-4-carboxylic acid ethyl ester